N(=[N+]=[N-])C=1C(=O)NC(C1)=O Azido-Maleimide